ammonium [2-(4-cyclopropyl-2-methoxy-3-pyridyl)-5H-pyrrolo[3,2-d]pyrimidin-7-yl]-[4-[1-methyl-4-(trifluoromethyl)imidazol-2-yl]phenyl]methanol C1(CC1)C1=C(C(=NC=C1)OC)C=1N=CC2=C(N1)C(=CN2)C(O)C2=CC=C(C=C2)C=2N(C=C(N2)C(F)(F)F)C.[NH4+]